N-(4-(4,4,5,5-tetramethyl-1,3,2-dioxaborolan-2-yl)benzyl)benzamide CC1(OB(OC1(C)C)C1=CC=C(CNC(C2=CC=CC=C2)=O)C=C1)C